NC[C@@H](O)C=1C=CC(=NC1)C1=C(C=C(C#N)C=C1)OC=1N(N=C(C1)C1CCCC1)C 4-[5-[(1S)-2-amino-1-hydroxyethyl]pyridin-2-yl]-3-(5-cyclopentyl-2-methylpyrazol-3-yl)oxybenzonitrile